2-[4-(2-cyano-4-pyridyl)pyrazol-1-yl]-N-(5-pyrazin-2-yl-2-pyridyl)acetamide C(#N)C1=NC=CC(=C1)C=1C=NN(C1)CC(=O)NC1=NC=C(C=C1)C1=NC=CN=C1